ClC1=NN(C2=CC=C(C=C12)COC1=CC(=C2C=C(COC2=C1)CN1CCC(CCC1)C(=O)O)F)CC(C)C 1-[7-(3-chloro-1-isobutyl-1H-indazol-5-ylmethoxy)-5-fluoro-2H-chromen-3-ylmethyl]-azepane-4-carboxylic acid